C(C)C1=CC=2SC3=CC=CC=C3S(C2C(=C1)CC)=O 2,4-diethylthianthrone